[N+](=O)([O-])C1=C(C=C(C=C1)N1N=NNC1=O)N1CCC(CC1)NC(OC(C)(C)C)=O tert-butyl (1-(2-nitro-5-(5-oxo-4,5-dihydro-1H-tetrazol-1-yl)phenyl)piperidin-4-yl)carbamate